C(=O)(OCC1C2=CC=CC=C2C2=CC=CC=C12)N[C@](C)(C(=O)O)CCCCCCC=C Fmoc-(S)-2-(7-octenyl)alanine